COC(=O)C1(CC1)OC1=C(C=C(C(=C1)N1C(N(C(=CC1=O)C(C)(F)F)C)=O)F)Cl Methyl-1-{2-chloro-5-[4-(1,1-difluoroethyl)-3-methyl-2,6-dioxo-3,6-dihydropyrimidin-1(2H)-yl]-4-fluorophenoxy}cyclopropan-carboxylat